(2-chloro-4-Phenoxyphenyl)((S)-3-(ethylthio)-2-(methoxymethyl)-2-methyl-2,7-dihydro-1H-pyrrolo[3',2':5,6]pyrido[3,4-b]pyrazin-9-yl)methanol ClC1=C(C=CC(=C1)OC1=CC=CC=C1)C(O)C1=CNC2=C1C1=C(N=C([C@](N1)(C)COC)SCC)C=N2